indenyl-sodium C1(C=CC2=CC=CC=C12)[Na]